2-((4-(2,7-Diazaspiro[3.5]non-2-yl)pyrimidin-5-yl)oxy)-N-ethyl-5-fluoro-N-isopropylbenzamide hydrochloride Cl.C1N(CC12CCNCC2)C2=NC=NC=C2OC2=C(C(=O)N(C(C)C)CC)C=C(C=C2)F